tert-Butyl 4-{[5-(ethoxycarbonyl)-3-fluoro-2-(trifluoromethyl)anilino]methyl}-4-fluoropiperidine-1-carboxylate C(C)OC(=O)C=1C=C(C(=C(NCC2(CCN(CC2)C(=O)OC(C)(C)C)F)C1)C(F)(F)F)F